11-methyldodecyl 6-((6-((1-fluoroheptadecan-9-yl)oxy)-6-oxohexyl)(4-hydroxybutyl)amino)-2-methylhexanoate FCCCCCCCCC(CCCCCCCC)OC(CCCCCN(CCCCC(C(=O)OCCCCCCCCCCC(C)C)C)CCCCO)=O